(Z,Z)-7,1-Hexadecadienyl acetate C(C)(=O)O\C=C/CCCC\C=C/CCCCCCCC